(5-iodo-7-toluenesulfonyl-7H-pyrrolo[2,3-d]pyrimidin-4-yl)-4,7-diazaspiro[2.5]octane-4-carboxylic acid tert-butyl ester C(C)(C)(C)OC(=O)N1C2(CC2C=2C3=C(N=CN2)N(C=C3I)S(=O)(=O)CC3=CC=CC=C3)CNCC1